CN(C)CC1CN(CCC1(O)C=1C=C(C(=O)N)C=CC1)CC1=CSC=C1 anti-3-[3-[(dimethylamino)methyl]-4-hydroxy-1-[(thiophen-3-yl)methyl]piperidin-4-yl]benzamide